isopropyl 1,5-pentanedicarbamate C(CCCCNC(=O)[O-])NC(=O)OC(C)C